N,N-dimethyl-m-hydroxyaniline CN(C1=CC(=CC=C1)O)C